FC=1C=C(CC=2C=NN(C2)C(=O)N[C@@H]2C(N(C3=C(OC2)C=CC(=C3)OCCCC3(CCCCC3)O)C)=O)C=CC1 (S)-4-(3-Fluorobenzyl)-N-(7-(3-(1-hydroxycyclohexyl)propoxy)-5-methyl-4-oxo-2,3,4,5-tetrahydrobenzo[b][1,4]oxazepin-3-yl)-1H-pyrazole-1-carboxamide